1-(4-(3-(4-fluorophenyl)-1,2,4-oxadiazol-5-yl)piperidin-1-yl)-2-(3-methylpyrazin-2-yl)ethan-1-one FC1=CC=C(C=C1)C1=NOC(=N1)C1CCN(CC1)C(CC1=NC=CN=C1C)=O